O=C1NC(CCC1N1C(C2=CC=C(C=C2C1)NS(=O)(=O)C1=CC=C(C=C1)C(C)C)=O)=O N-(2-(2,6-dioxo-piperidin-3-yl)-1-oxoisoindolin-5-yl)-4-isopropyl-benzenesulfonamide